C(C)(C)(C)NS(=O)(=O)C1=CC(=C2C=NN(C2=C1)C=1SC(=NN1)C(F)F)Cl N-(tert-butyl)-4-chloro-1-(5-(difluoromethyl)-1,3,4-thiadiazol-2-yl)-1H-indazole-6-sulfonamide